methyl 4-[[(2-chloro-3-fluoro-4-pyridyl)methylamino]methyl]norbornane-1-carboxylate ClC1=NC=CC(=C1F)CNCC12CCC(CC1)(C2)C(=O)OC